BrC1=C2C(OC(C2=C(C=C1)Cl)=O)O 4-bromo-7-chloro-3-hydroxyisobenzofuran-1(3H)-one